ethyl 2-(triphenyl-λ5-phosphanylidene)acetate C1(=CC=CC=C1)P(=CC(=O)OCC)(C1=CC=CC=C1)C1=CC=CC=C1